propenyl cyanoethansulfonate C(#N)C(C)S(=O)(=O)OC=CC